ClC1=CC(=NC=N1)N1C=C(C2=C1N=CN=C2N2[C@H](CN(CC2)C(C(C)C)=O)C)C2=C(C=CC=C2)F (S)-1-(4-(7-(6-chloropyrimidin-4-yl)-5-(2-fluorophenyl)-7H-pyrrolo[2,3-d]pyrimidin-4-yl)-3-methylpiperazin-1-yl)-2-methylpropan-1-one